OCC=1C=CC=C2C=C(C(NC12)=O)CC1=CC(=CC=C1)CC(F)(F)F 8-(hydroxymethyl)-3-(3-(2,2,2-trifluoroethyl)benzyl)quinolin-2(1H)-one